C(C)(C)(C)OC(=O)N[C@H]([C@@H](C)OCC1=CC=C(C=C1)CC1CCN(CC1)CC(=O)OC)CCC(N)=O methyl 2-(4-[[4-([[(2R,3S)-3-[(tert-butoxycarbonyl) amino]-5-carbamoylpentan-2-yl]oxy]methyl) phenyl]methyl] piperidin-1-yl)acetate